C(C1=CC=CC=C1)C=1C=COC1 4-benzyl-oxol